6,6'-(2-methylpropane-1,1-diyl)bis(2,4-dimethylphenol) CC(C(C1=CC(=CC(=C1O)C)C)C1=CC(=CC(=C1O)C)C)C